[(4S)-1-[(R)-[3-[[(4R)-chroman-4-yl]carbamoyl]phenyl]-phenyl-methyl]-4-isopropyl-4-methyl-6-oxo-hexahydropyrimidin-2-ylidene]ammonium O1CC[C@H](C2=CC=CC=C12)NC(=O)C=1C=C(C=CC1)[C@H](N1C(N[C@](CC1=O)(C)C(C)C)=[NH2+])C1=CC=CC=C1